2-ditertbutylphosphino-2',4',6'-triisopropyl-1,1'-biphenyl C(C)(C)(C)P(C1=C(C=CC=C1)C1=C(C=C(C=C1C(C)C)C(C)C)C(C)C)C(C)(C)C